FC=1C(=C2C(=NC1)NC(=N2)C21COC(CC2)CC1)C1CCN(CC1)C(=O)C1=CC=C(C=C1)OC(F)(F)F [4-[6-Fluoro-2-(2-oxabicyclo[2.2.2]octan-4-yl)-3H-imidazo[4,5-b]pyridin-7-yl]-1-piperidyl]-[4-(trifluoromethoxy)phenyl]methanone